FC=1C=CC(=NC1)N1[C@H]2CN(C[C@@H]1CC2)C(CCOCC2=C1C=CC=NC1=CC=C2)=O 1-((1R,5S)-8-(5-fluoropyridin-2-yl)-3,8-diazabicyclo[3.2.1]octan-3-yl)-3-(quinolin-5-ylmethoxy)propan-1-one